ICCOC1(C(N(CC(N1)C)C(=O)[O-])(C)C=1C2=C(NC(N1)=O)N=CC=C2)C=2C(=NC=CC2)C(C)C 2-iodoethoxy-2-isopropylpyridin-3-yl-2-oxo-1,2-dihydropyrido[2,3-d]pyrimidin-4-yl-2,5-dimethylpiperazine-1-carboxylate